N1(N=NC2=C1C=CC=C2)O[P+](N(C)C)(N(C)C)N(C)C Benzotriazole-1-yl-oxy-tris-(dimethylamino)-phosphonium